5-[6-amino-1-[(4-amino-2,6-difluoro-phenyl)methyl]pyrazolo[3,4-d]pyrimidine-4-yl]pyridine-3-carbonitrile NC1=NC(=C2C(=N1)N(N=C2)CC2=C(C=C(C=C2F)N)F)C=2C=C(C=NC2)C#N